2-[2-(dimethylamino)ethylsulfanyl]-5-(4-fluorophenyl)-N-[4-methyl-3-[[3-(9-tetrahydropyran-2-ylpurin-6-yl)-2-pyridyl]amino]phenyl]oxazole-4-carboxamide CN(CCSC=1OC(=C(N1)C(=O)NC1=CC(=C(C=C1)C)NC1=NC=CC=C1C1=C2N=CN(C2=NC=N1)C1OCCCC1)C1=CC=C(C=C1)F)C